FC1=C(C=CC(=C1OC)OC1=CC2=C(N(N=N2)C)C=C1)NC1=NC=NC2=C1N=C(N=C2)N2CCN(CC2)C(C=C)=O 1-(4-(8-((2-fluoro-3-methoxy-4-((1-methyl-1H-benzo[d][1,2,3]triazol-5-yl)oxy)phenyl)amino)pyrimido[5,4-d]pyrimidin-2-yl)piperazin-1-yl)prop-2-en-1-one